(e)-10-methyl-6-methyleneundeca-1,4,9-triene CC(=CCCC(/C=C/CC=C)=C)C